FC1=CC=C(C=C1)C1OC2=CC(=C(C(=C2C(C1)=O)OC)OC)OC 2-(4-Fluorophenyl)-5,6,7-trimethoxychroman-4-one